NCCCCCCOC=1C=C2CN(C(C2=CC1)=O)[C@@H]1C(NC(CC1)=O)=O (3S)-3-[5-(6-aminohexoxy)-1-oxo-isoindolin-2-yl]piperidine-2,6-dione